(2R,3S,4S)-2-{[2-fluoro-4-(1,3-oxazol-5-yl)phenyl]methyl}-4-hydroxypyrrolidin-3-yl N-[(3-fluorophenyl)methyl]carbamate FC=1C=C(C=CC1)CNC(O[C@H]1[C@H](NC[C@@H]1O)CC1=C(C=C(C=C1)C1=CN=CO1)F)=O